6-[5-(3-chloropyrazol-1-yl)-3-ethylsulfanyl-2-pyridyl]-1-(2,2,3,3,3-pentafluoropropyl)-1,7-naphthyridin-2-one ClC1=NN(C=C1)C=1C=C(C(=NC1)C=1C=C2C=CC(N(C2=CN1)CC(C(F)(F)F)(F)F)=O)SCC